N-[5-[2-cyano-5-[(1-methylpyrazol-4-yl)amino]-4-pyridyl]pyrazolo[1,5-a]pyridin-2-yl]cyclopropanecarboxamide C(#N)C1=NC=C(C(=C1)C1=CC=2N(C=C1)N=C(C2)NC(=O)C2CC2)NC=2C=NN(C2)C